3-((5,5,6,6,6-pentafluorohexyl)oxy)-4-(1-(trifluoromethyl)-1,2,5,6-tetrahydropyridin-3-yl)-1,2,5-thiadiazole FC(CCCCOC1=NSN=C1C=1CN(CCC1)C(F)(F)F)(C(F)(F)F)F